CC1=C(C=CC(=C1)C)C1=NC(=NC(=N1)C1=C(C=C(C=C1)C)C)C1=C(C=C(C=C1)OCC)O 2,4-bis(2,4-dimethylphenyl)-6-(2-hydroxy-4-ethoxyphenyl)-1,3,5-triazine